C1(CC1)C1=NC=NC=C1COC1=CC=C(C=C1)C=1C=C(C(NC1C(F)(F)F)=O)C(=O)N 5-(4-((4-Cyclopropylpyrimidin-5-yl)methoxy)phenyl)-2-oxo-6-(trifluoromethyl)-1,2-dihydropyridin-3-carboxamide